potassium methyl-(methylsulfonyl)amide C[N-]S(=O)(=O)C.[K+]